C(C)C1=CC=C(C=C(C(=O)OC)C(=O)OC)C=C1 dimethyl 2-(4-ethylbenzylidene)malonate